N-[(2S,3S)-1-benzyloxy-3-{3-fluoro-2-[5-(4-fluorophenyl)-1H-pyrazol-3-yl]benzoylamino}-4-(pyridin-2-yl)butan-2-yl]-N-methylcarbamic acid benzyl ester C(C1=CC=CC=C1)OC(N(C)[C@H](COCC1=CC=CC=C1)[C@H](CC1=NC=CC=C1)NC(C1=C(C(=CC=C1)F)C1=NNC(=C1)C1=CC=C(C=C1)F)=O)=O